ClC1=C(C(=CC=C1)F)C(CC(CCC(=O)OC)=O)O methyl 5-(2-chloro-6-fluorophenyl)-5-hydroxy-3-oxopentanecarboxylate